C1(CCCC1)N(C(=O)C1=C(C=C(C=C1F)C1=CC(=C(C=C1F)N1C[C@@H](N([C@@H](C1)C)C)C)NC(=O)C1=CNC(C=C1C(F)(F)F)=O)F)C N-(4'-(cyclopentyl(methyl)carbamoyl)-3',5',6-trifluoro-4-((3S,5R)-3,4,5-trimethylpiperazin-1-yl)-[1,1'-biphenyl]-3-yl)-6-oxo-4-(trifluoromethyl)-1,6-dihydropyridine-3-carboxamide